C(CCCCCCCC)(=O)OC(CC)CCCCC.C(CCCCCCCC)(=O)OC(CC)CCCCC.C(CCCCCCCC)(=O)OC(CC)CCCCC.C(CCCCCCCC)(=O)OC(CC)CCCCC.C(CCCCCCCC)(=O)OC(CC)CCCCC.C(CCCCCCCC)(=O)OC(CC)CCCCC hexa(octane-3-yl) hexanonanoate